4-((2S,4S)-4-amino-2-((difluoromethoxy)methyl)pyrrolidin-1-yl)-N-((S)-2-cyano-1-(4-(ethylsulfonyl)phenyl)ethyl)benzamide N[C@H]1C[C@H](N(C1)C1=CC=C(C(=O)N[C@@H](CC#N)C2=CC=C(C=C2)S(=O)(=O)CC)C=C1)COC(F)F